C(CC)OC(=O)CC1C2C=CC(C1)C2 5-(n-propoxycarbonylmethyl)-bicyclo[2.2.1]Hept-2-ene